N-(2-(dimethylamino)-2-(1-methyl-1H-indol-3-yl)ethyl)-1H-indazole-6-sulfonamide CN(C(CNS(=O)(=O)C1=CC=C2C=NNC2=C1)C1=CN(C2=CC=CC=C12)C)C